dimethyl-ethylenediamine maleate C(\C=C/C(=O)O)(=O)O.CNCCNC